C(C#C)OCCOCCN 2-(2-prop-2-ynyloxyethoxy)ethylamine